COC(=O)C=1N(C(SC1C)=NC(=O)OC(C)(C)C)CC1=C(C=C(C=C1)OC)OC.FC(C(COC(C(F)F)(F)F)(F)F)F 1,1,2,2-tetrafluoro-3-(1,1,2,2-tetrafluoroethoxy)propane Methyl-2-((tert-butoxycarbonyl)imino)-3-(2,4-dimethoxybenzyl)-5-methyl-2,3-dihydrothiazole-4-carboxylate